OC1=C(C=C(C=C1C)/C=C/C(=O)C1=CC=C(C=C1)C=1SC(=CC1)C)C (E)-3-(4-hydroxy-3,5-dimethylphenyl)-1-(4-(5-methylthiophen-2-yl)phenyl)prop-2-en-1-one